N(=[N+]=[N-])[C@@H]1C[C@@H]([C@H](O[C@@H]1O[C@@H]1[C@H]([C@@H]([C@H]([C@@H]([C@H]1O)O)NC(=O)OCC1=CC=CC=C1)O)NC(=O)OCC1=CC=CC=C1)[C@@H](C)N(C(OCC1=CC=CC=C1)=O)CC1=CC=CC=C1)OCC1=CC=CC=C1 benzyl N-[(1R)-1-[(2R,3S,5R,6S)-5-azido-3-benzyloxy-6-[(1R,2S,3R,4R,5S,6R)-2,4-bis(benzyloxycarbonylamino)-3,5,6-trihydroxy-cyclohexoxy]tetrahydropyran-2-yl]ethyl]-N-benzyl-carbamate